FC=1C=NC=CC1C1=C(C(=CC(=C1)F)F)F 3-fluoro-4-(2,3,5-trifluorophenyl)pyridine